CN(C(CCCC(=O)OC)=O)C methyl 5-(dimethylamino)-5-oxopentanoate